C(N1[C@H](CCC1)C(C1=CN(C2=CC=CC=C12)C(CCCCCCC\C=C/C\C=C/CCCCC)=O)([2H])[2H])([2H])([2H])[2H] (9Z,12Z)-1-(3-(((R)-1-(Methyl-d3)pyrrolidin-2-yl)methyl-d2)-1H-indol-1-yl)octadeca-9,12-dien-1-one